CC1=C(C=C(C=C1)C(=O)N1CCC(CC1)C1=CC=C(C=C1)OC1=NC=CN=C1)NS(=O)(=O)CC1=CC=CC=C1 N-(2-methyl-5-(4-(4-(pyrazin-2-yloxy)phenyl)piperidine-1-carbonyl)phenyl)-1-phenylmethanesulfonamide